CC1=NNC(=C1C)C(C(=O)O)CC(=O)O 2-(3,4-dimethylpyrazolyl)succinic acid